ethyl (S)-3-amino-3-(2',6'-dichloro-4,4'-difluoro-5-methyl-[1,1'-biphenyl]-3-yl)propanoate hydrochloride Cl.N[C@@H](CC(=O)OCC)C=1C=C(C=C(C1F)C)C1=C(C=C(C=C1Cl)F)Cl